ClC1=CC(=C(COC2=CC=CC(=N2)C2=CCC(CC2)CC=O)C=C1)F (4-(6-((4-chloro-2-fluorobenzyl)oxy)pyridin-2-yl)cyclohex-3-en-1-yl)acetaldehyde